Allyl (S)-6-benzyl-2,2-dimethyl-4,7-dioxo-3,11,14,17,20-pentaoxa-5,8-diaza-tricosan-23-oate C(C1=CC=CC=C1)[C@H](NC(OC(C)(C)C)=O)C(NCCOCCOCCOCCOCCC(=O)OCC=C)=O